(2-(6-((2-hydroxycyclopentyl)amino)purin-9-yl)-5-((2-fluorophenylthio)methyl)oxolane-3,4-diol) OC1C(CCC1)NC1=C2N=CN(C2=NC=N1)C1OC(C(C1O)O)CSC1=C(C=CC=C1)F